ethyl (E)-3-(5-(3-carbamimidoyl-4-fluorophenoxy)-6,7-difluoro-1H-indol-4-yl)acrylate C(N)(=N)C=1C=C(OC=2C(=C3C=CNC3=C(C2F)F)/C=C/C(=O)OCC)C=CC1F